OCCN1CCC(CC1)N1N=CC(=C1)NC1=NC=C(C(=N1)C1=C(C(=O)O)C=CC=C1)C (2-((1-(1-(2-hydroxyethyl)piperidin-4-yl)-1H-pyrazol-4-yl)amino)-5-methylpyrimidin-4-yl)benzoic acid